methyldicosyl-docosyl-[3-(dimethoxysilyl)propyl]ammonium chloride [Cl-].CC(CCCCCCCCCCCCCCCCCCCCC)[N+](CCC[SiH](OC)OC)(CCCCCCCCCCCCCCCCCCCC)CCCCCCCCCCCCCCCCCCCC